N-[4-(2-phenylsulfanylethylamino)-3-(trifluoromethyl)phenyl]sulfonyl-6-piperazine-1-ylpyridazine-3-carboxamide C1(=CC=CC=C1)SCCNC1=C(C=C(C=C1)S(=O)(=O)NC(=O)C=1N=NC(=CC1)N1CCNCC1)C(F)(F)F